2-(1-cyclopentyl-6-oxo-3-(pyridin-2-yl)piperidin-3-yl)acetaldehyde C1(CCCC1)N1CC(CCC1=O)(C1=NC=CC=C1)CC=O